2,2-difluoro-3-((1S,3R)-6-fluoro-1-(5-(((S)-1-(3-fluoropropyl)pyrrolidin-3-yl)amino)pyridin-2-yl)-3-methyl-1,3,4,9-tetrahydro-2H-pyrido[3,4-b]indol-2-yl)propan-1-ol FC(CO)(CN1[C@@H](C=2NC3=CC=C(C=C3C2C[C@H]1C)F)C1=NC=C(C=C1)N[C@@H]1CN(CC1)CCCF)F